(S)-2-((5-carboxypentyl)(N-(4-((4-guanidinobenzoyl)oxy)benzyl)sulfamoyl)amino)succinic acid trifluoroacetate FC(C(=O)O)(F)F.C(=O)(O)CCCCCN([C@H](C(=O)O)CC(=O)O)S(NCC1=CC=C(C=C1)OC(C1=CC=C(C=C1)NC(=N)N)=O)(=O)=O